C(#N)C1=CC=C(C(=N1)C)C1=CC(=CC=2N1N=CN2)NC(C)=O N-[5-(6-cyano-2-methylpyridin-3-yl)-[1,2,4]triazolo[1,5-a]pyridin-7-yl]acetamide